C(=C)OC(C)(C)C tert-butyl vinyl ether